(1R,3aS,3bS,5aR,7S,9aR,9bS,11aR)-6,6-difluoro-1-[(2R)-6-hydroxy-6-methylheptan-2-yl]-9a,11a-dimethylhexadecahydro-1H-cyclopenta[1,2-a]phenanthrene-7-ol FC1([C@H](CC[C@@]2([C@H]3CC[C@]4([C@H]([C@@H]3CC[C@@H]12)CC[C@@H]4[C@H](C)CCCC(C)(C)O)C)C)O)F